BrC1=CC(=C(COC2=CC=CC(=N2)C2CCN(CC2)C(=O)[O-])C(=C1)F)F 4-(6-((4-bromo-2,6-difluorobenzyl)oxy)pyridin-2-yl)piperidine-1-carboxylate